ClC(Cl)=S(=O)=O dichloromethylene Sulfone